O(C1=CC=CC=C1)C=1N=C(SC1)[Sn](CCCC)(CCCC)CCCC 4-Phenoxy-2-(tributylstannyl)thiazole